C(C(O)C)(=O)[O-] E-lactate